The molecule is the conjugate base of 2-hydroxy-6-oxohexa-2,4-dienoic acid; major species at pH 7.3. It is a 6-oxo monocarboxylic acid anion and a hydroxy monocarboxylic acid anion. It is a conjugate base of a 2-hydroxy-6-oxohexa-2,4-dienoic acid. C(=C/C(=O)C(=O)O)\\C=C/[O-]